palladium dimethyl-bipyridine CC1=C(C(=NC=C1)C1=NC=CC=C1)C.[Pd]